[Al].FC1=CC(=CC(=C1)F)F.FC1=CC(=CC(=C1)F)F.FC1=CC(=CC(=C1)F)F tris(2,4,6-trifluorobenzene) aluminum